[3-[[4-[(3-aminopropyl)amino]butyl]amino]propyl]-1-naphthaleneacetamide trihydrochloride Cl.Cl.Cl.NCCCNCCCCNCCCC1=C(C2=CC=CC=C2C=C1)CC(=O)N